ClC1=CC2=C(N=C3N2[C@H]2C4=C(C(N([C@@H]3C2)C([2H])([2H])[2H])=O)C=CC=C4OC(F)F)C(=C1)F (7R,14R)-11-chloro-1-(difluoromethoxy)-9-fluoro-6-(methyl-d3)-6,7-dihydro-7,14-methanobenzo[f]benzo[4,5]imidazo[1,2-a][1,4]diazocin-5(14H)-one